3-pyridinecarboxylic acid, 1,1-dimethyl-2-propynyl ester N1=CC(=CC=C1)C(=O)OC(C#C)(C)C